[Si](C)(C)(C(C)(C)C)OC(C)(C)C1=[N+](C=CC(=C1)C(=O)O)[O-] 2-(2-(tert-butyldimethylsilyloxy)propan-2-yl)-4-carboxypyridine 1-oxide